C[C@@H](CC(C)C)C1=C(C=CC=C1)NC(=O)C=1C(=NN(C1F)C)C N-[2-[(1S)-1,3-dimethylbutyl]phenyl]-5-fluoro-1,3-dimethyl-pyrazole-4-carboxamide